2-[[2-methyl-5-(trifluoromethyl)pyrazol-3-yl]methyl]-2,6-diazaspiro[3.3]heptane CN1N=C(C=C1CN1CC2(C1)CNC2)C(F)(F)F